5-(imidazo[1,2-b]pyridazin-6-yl)-N-(trans-4-morpholinocyclohexyl)-7H-pyrrolo[2,3-d]pyrimidin-4-amine N=1C=CN2N=C(C=CC21)C2=CNC=1N=CN=C(C12)N[C@@H]1CC[C@H](CC1)N1CCOCC1